2-(3,3-difluoroazetidin-1-yl)-5-nitropyrimidine FC1(CN(C1)C1=NC=C(C=N1)[N+](=O)[O-])F